O=C1CC[C@H](N1)CON1C(C2=CC=CC=C2C1=O)=O 2-[[(2S)-5-oxopyrrolidin-2-yl]methoxy]isoindoline-1,3-dione